C1[C@@H]([C@H](O[C@H]1N2C=C(C(=NC2=O)N)F)CO)O 5-fluoro-2-deoxycytidine